1-(4-(cyano(3,4-difluorophenyl)methylene)piperidine-1-carbonyl)azetidine-3-carbonitrile C(#N)C(=C1CCN(CC1)C(=O)N1CC(C1)C#N)C1=CC(=C(C=C1)F)F